NCC=CN(CCCN)CCN(CCN(CCCN)CCCN)CCN(CCCN)CCCN 3-Amino-1-{[2-(bis{2-[bis(3-aminopropyl)amino]ethyl}amino)ethyl](3-aminopropyl)amino}propaneN